6-[(1R)-1-aminoethyl]-4-(trifluoromethyl)pyridin-2-amine N[C@H](C)C1=CC(=CC(=N1)N)C(F)(F)F